BrC=1C(=NC(=C(C1)C)C(F)(F)F)N1CCC(CCC1)(F)F 1-[3-bromo-5-methyl-6-(trifluoromethyl)-2-pyridinyl]-4,4-difluoro-azepane